3-(5-(3-((4'-chloro-5,5-dimethyl-3,4,5,6-tetrahydro-[1,1'-biphenyl]-2-yl)methyl)Imidazolidine-1-carbonyl)-4-fluoro-1-oxoisoindolin-2-yl)piperidine-2,6-dione ClC1=CC=C(C=C1)C1=C(CCC(C1)(C)C)CN1CN(CC1)C(=O)C=1C(=C2CN(C(C2=CC1)=O)C1C(NC(CC1)=O)=O)F